NC1=C(C=CC(=C1)Br)C1=CC(=CC(=C1)C(=O)NC1CC1)C1=CC=C(C=C1)S(N)(=O)=O amino-4-bromo-N-cyclopropyl-4''-sulfamoyl-[1,1':3',1''-terphenyl]-5'-carboxamide